7-bromo-N-(2-(4,4-difluoroPiperidin-1-yl)-6-methylpyrimidin-4-yl)-5-(6-azaspiro[2.5]oct-6-yl)-2,3-dihydro-1H-indene-4-Formamide BrC1=CC(=C(C=2CCCC12)C(=O)NC1=NC(=NC(=C1)C)N1CCC(CC1)(F)F)N1CCC2(CC2)CC1